ClC1=C(C=NC=C1CC1=C(C(=NC=C1)NS(NC)(=O)=O)F)NC1=C(C=C(C=C1)Cl)F 4-chloro-N-(4-chloro-2-fluorophenyl)-5-({3-fluoro-2-[(methylsulfamoyl)amino]pyridin-4-yl}methyl)pyridin-3-amine